BrCC(=O)C1=NC(=NO1)C1=CC=C(C=C1)Cl 2-bromo-1-[3-(4-chlorophenyl)-1,2,4-oxadiazol-5-yl]ethanone